[Si](C1=CC=CC=C1)(C1=CC=CC=C1)(C(C)(C)C)OCCC(C)(C)C=1N=C(C2=CN=C(C(=C2C1C)F)Cl)N1CC2CCC(C1)N2C(=O)OC(C)(C)C tert-butyl 3-[3-[3-[tert-butyl(diphenyl) silyl]oxy-1,1-dimethyl-propyl]-6-chloro-5-fluoro-4-methyl-2,7-naphthyridin-1-yl]-3,8-diazabicyclo[3.2.1]octane-8-carboxylate